N-(methyl-d3)-4-((2-methyl-5-(methyl-d3)-4,5-dihydro-2H-[1,2,3]triazolo[4,5-c]quinolin-6-yl)amino)nicotinamide C(NC(C1=CN=CC=C1NC1=CC=CC=2C=3C(CN(C12)C([2H])([2H])[2H])=NN(N3)C)=O)([2H])([2H])[2H]